N[C@H]1CN(CCC1)C1=C2C(=NC=C1)N(C(=N2)C2=CC=C(C#N)C=C2)C2=CC=C(C=C2)C2CC2 (R)-4-(7-(3-aminopiperidine-1-yl)-3-(4-cyclopropylphenyl)-3H-imidazo[4,5-b]pyridine-2-yl)benzonitrile